(S)-4-amino-N-methyl-N-(6-(trifluoromethyl)-2,3-dihydrobenzo-furan-3-yl)imidazo[1,5-a]quinoxaline-8-carboxamide-3-d NC=1C=2N(C3=CC(=CC=C3N1)C(=O)N([C@@H]1COC3=C1C=CC(=C3)C(F)(F)F)C)C=NC2[2H]